C(C1=CC=CC=C1)N1CC(C1)C(=O)OC(C)(C)C tert-butyl 1-benzylazetidine-3-carboxylate